N-(3-(3-(Dimethylamino)prop-1-yn-1-yl)-1-methyl-1H-pyrrolo[2,3-b]pyridin-5-yl)acrylamide CN(CC#CC1=CN(C2=NC=C(C=C21)NC(C=C)=O)C)C